C(=O)(O)C(=O)[O-].C(C)(C)(C)OC(=O)N[C@H]1C[C@H](CC1)[NH3+] |r| racemic-cis-3-((tert-butoxycarbonyl)-amino)cyclopentanaminium carboxyformate